caranal C12(CC(CCC1C2(C)C)C)C=O